FC1=CC=C(C=C1)C1=NN(C=C1)C 3-(4-fluorophenyl)-1-methyl-1H-pyrazole